Tert-butyl N-[4-[[(3R,4R)-4-[4-chloro-2-(5-fluoro-2-pyridyl)-1H-imidazol-5-yl]-3-methyl-1-piperidyl]sulfonylmethyl]thiazol-2-yl]carbamate ClC=1N=C(NC1[C@H]1[C@H](CN(CC1)S(=O)(=O)CC=1N=C(SC1)NC(OC(C)(C)C)=O)C)C1=NC=C(C=C1)F